FC(C)(F)C1(CC1)C#CC1=C2CCCN(C2=CN=C1)C1=NC(NC2=CC=C(C(=C12)F)F)=O 4-(5-((1-(1,1-difluoroethyl)cyclopropyl)ethynyl)-3,4-dihydro-1,7-naphthyridin-1(2H)-yl)-5,6-difluoroquinazolin-2(1H)-one